N1C=CC2=CC=C(C=C12)C1=CC=C2C(CCOC2=C1)NC(O[C@@H]1CN2CCC1CC2)=O (S)-quinuclidin-3-yl (7-(1H-indol-6-yl)chroman-4-yl)carbamate